Cl.COC1=C(C=C(C=C1)C(=O)N1CCN(CC1)CC1CCNCC1)N1C(NC(CC1)=O)=O 1-(2-methoxy-5-(4-(piperidin-4-ylmethyl)piperazine-1-carbonyl)phenyl)dihydropyrimidine-2,4(1H,3H)-dione hydrochloride